docosyl n-tetracosanoate C(CCCCCCCCCCCCCCCCCCCCCCC)(=O)OCCCCCCCCCCCCCCCCCCCCCC